(S)-(6-butyl-5-(3,4-dihydro-quinolin-1(2H)-yl)-2,4-dihydroxypyridin-3-yl)(3-phenylpyrrolidin-1-yl)methanone C(CCC)C1=C(C(=C(C(=N1)O)C(=O)N1C[C@@H](CC1)C1=CC=CC=C1)O)N1CCCC2=CC=CC=C12